3-(3-((5-methyl-4-((3,4-dimethoxybenzylidene)amino)-4H-1,2,4-triazol-3-yl)thio)propoxy)-5,7-dimethoxy-2-(3,4,5-trimethoxyphenyl)-4H-chromen-4-one CC=1N(C(=NN1)SCCCOC1=C(OC2=CC(=CC(=C2C1=O)OC)OC)C1=CC(=C(C(=C1)OC)OC)OC)N=CC1=CC(=C(C=C1)OC)OC